C(CCC\C=C/C\C=C/C\C=C/C\C=C/C\C=C/CCC)(=O)OC1=NC2=CC(=CC=C2C=C1)OCCCCN1CCN(CC1)C1=CC=CC=2SC=CC21 (5Z,8Z,11Z,14Z,17Z)-7-(4-(4-(benzo[b]thiophen-4-yl)piperazin-1-yl)butoxy)quinolin-2-yl henicosa-5,8,11,14,17-pentaenoate